ClC1=NC=C(C(=N1)OC(CC)CC)C 2-chloro-5-methyl-4-(pent-3-yloxy)pyrimidine